COC(=O)C1=CC=C2CCC3(OC2=C1C(=O)OC)CNC3 spiro[azetidine-3,2'-chromane]-7',8'-dicarboxylic acid dimethyl ester